ClC1=C(C=CC=C1)C=1N(C2=NC(=NC(=C2N1)N1CCC(CC1)C(F)(F)F)N(CC(C)(O)C)C)C1=CC=C(C=C1)Cl 1-[[8-(2-chlorophenyl)-9-(4-chlorophenyl)-6-[4-(trifluoromethyl)-1-piperidinyl]purin-2-yl]-methyl-amino]-2-methyl-propan-2-ol